3,7-dihydroxy-2-(4-hydroxyphenyl)-6-methyl-chroman-4-one OC1C(OC2=CC(=C(C=C2C1=O)C)O)C1=CC=C(C=C1)O